C(C)(C)(C)OC(=O)N1C=C(C2=NC(=CC=C21)N2CC(C2)O[Si](C2=CC=CC=C2)(C2=CC=CC=C2)C(C)(C)C)C(C)C 5-(3-((tert-Butyldiphenylsilyl)oxy)azetidin-1-yl)-3-isopropyl-1H-pyrrolo[3,2-b]pyridine-1-carboxylic acid tert-butyl ester